tetradecyl n-pentanoate C(CCCC)(=O)OCCCCCCCCCCCCCC